4-Amino-8-[5-[(2-cyano-3-pyridyl)methoxy]-2-fluoro-phenyl]-2-oxo-N-propyl-1H-quinoline-3-carboxamide NC1=C(C(NC2=C(C=CC=C12)C1=C(C=CC(=C1)OCC=1C(=NC=CC1)C#N)F)=O)C(=O)NCCC